2-(4-chlorobenzyl)-6-(2-((2,2-difluoroethyl)amino)pyrimidin-5-yl)pyridazin-3(2H)-one ClC1=CC=C(CN2N=C(C=CC2=O)C=2C=NC(=NC2)NCC(F)F)C=C1